N,N-dimethyl-1,2-dimethoxy-4,5,6a,7-tetrahydro-6H-dibenzo[de,g]quinoline-6-formamide CN(C(=O)N1CCC=2C3=C(C4=C(CC13)C=CC=C4)C(=C(C2)OC)OC)C